OCC(N(C)CO)(C(=O)O)CO Tri(hydroxymethyl)methylglycine